C1(CC1)C=1C=NN(C1CO[C@H]1[C@@H]2C(N([C@H](C1)C2)C2=CC(=C(C(=O)NS(=O)(=O)C1CCOCC1)C=C2)F)=O)C2=C(C=CC=C2Cl)Cl 4-[(1S,4R,5R)-5-{[4-cyclopropyl-1-(2,6-dichlorophenyl)-1H-pyrazol-5-yl]methoxy}-3-oxo-2-azabicyclo[2.2.1]heptan-2-yl]-2-fluoro-N-(oxane-4-sulfonyl)benzamide